CC1=CC=C(N=N1)NC1=CC2=C(N(C=N2)C2=CC=C(C(=N2)C2=C(C=NC=C2)C)C(C)=O)C=C1 1-[6-[5-[(6-methylpyridazin-3-yl)amino]benzimidazol-1-yl]-2-(3-methyl-4-pyridyl)-3-pyridyl]ethanone